N1C2=C(OC3(C1)CC3)N=CC=C2 1',2'-dihydrospiro[cyclopropane-1,3'-pyrido[2,3-b][1,4]oxazine]